N1=C(C=CC=C1)C1=C(NC=2C1=NC=CC2)C2=CC(=NC=C2)NC(CC)=O N-(4-(3-(pyridin-2-yl)-1H-pyrrolo[3,2-b]pyridin-2-yl)pyridin-2-yl)propanamide